FC1CCN(CC1)C1=NC=C(C=N1)B1OC(C(O1)(C)C)(C)C 2-(4-fluoropiperidin-1-yl)-5-(4,4,5,5-tetramethyl-1,3,2-dioxaborolan-2-yl)pyrimidine